CC1(NC(CC(C1)CCCCN)(C)C)C (2,2,6,6-tetramethyl-4-piperidyl)butylamine